[Pd].[Fe].Cl.Cl.C1(=CC=CC1)P(C1=CC=CC=C1)C1=CC=CC=C1.C1(=CC=CC1)P(C1=CC=CC=C1)C1=CC=CC=C1 bis((cyclopenta-1,3-dien-1-yl)diphenylphosphane) dihydrochloride iron palladium